butyl 4-(4-(3-(4-chlorobenzyl)ureido)benzyl)-3-oxopiperazine-1-carboxylate ClC1=CC=C(CNC(NC2=CC=C(CN3C(CN(CC3)C(=O)OCCCC)=O)C=C2)=O)C=C1